2-(cyclopentanesulfonamido)thiazol C1(CCCC1)S(=O)(=O)NC=1SC=CN1